C1(=CC=CC=C1)C1=C(C2=C(SC3=C2C=CC=C3)C=C1)C1=C(C=CC=C1)C1=NN=NC(=C1C1=CC=CC=C1)C1=CC=CC=C1 (phenyl)[(diphenyltriazinyl)phenyl]dibenzothiophene